1-(2'-methoxy-[3,3'-bipyridin]-6-yl)-2-methyl-N3-(5-(methylthio)pyrimidin-2-yl)propane-1,3-diamine COC1=NC=CC=C1C=1C=NC(=CC1)C(C(CNC1=NC=C(C=N1)SC)C)N